C(C)OC1CC2(CCC(C1)N2CC2=C1C=CN(C1=C(C=C2OC)C)C(=O)[O-])C2=CC=C(C=C2)C(=O)OC 4-((3-Ethoxy-1-(4-(methoxycarbonyl)phenyl)-8-azabicyclo[3.2.1]octan-8-yl)methyl)-5-methoxy-7-Methyl-1H-indole-1-carboxylate